NC1=NC(=NC=C1C(=O)O)N1CCN(CC1)C=1N=CC2=C(N1)CCN(C2)C(=O)OC(C)(C)C 4-amino-2-(4-{6-[(tert-butoxy)carbonyl]-5h,6h,7h,8h-pyrido[4,3-d]pyrimidin-2-yl}piperazin-1-yl)pyrimidine-5-carboxylic acid